C1(CC1)C1=CC=C2N=C(C(N(C2=C1)C1=CC=C(C=C1)OC)=O)C=1C=CC2=C(N(C=N2)C)C1 7-cyclopropyl-1-(4-(methoxy)phenyl)-3-(1-methyl-1H-benzo[d]imidazol-6-yl)-2(1H)-quinoxalinone